Tert-butyl dec-6-ene-2-carboxylate CC(CCCC=CCCC)C(=O)OC(C)(C)C